2-methoxybenzene-1,4-diylbis{4-[4-(acryloyloxy) butoxy]-3,5-dimethylbenzoate} COC1=C(C=CC(=C1)C1=C(C(=O)[O-])C=C(C(=C1C)OCCCCOC(C=C)=O)C)C1=C(C(=O)[O-])C=C(C(=C1C)OCCCCOC(C=C)=O)C